CC1=C(C(C=C1)([Er+2])C)C tris-methylcyclopentadienyl-erbium(III)